[Si](C1=CC=CC=C1)(C1=CC=CC=C1)(C(C)(C)C)OCCCCN 4-((tert-Butyldiphenylsilyl)oxy)butan-1-amine